C1(CC1)[C@]1(C(N(C[C@H]1C)C1=NNC2=NC=C(C=C21)C=2C=NN(C2)C)=O)C#N (3R,4S)-3-cyclopropyl-4-methyl-1-[5-(1-methylpyrazol-4-yl)-1H-pyrazolo[3,4-b]pyridin-3-yl]-2-oxopyrrolidine-3-carbonitrile